C1(CC1)COC1=C(C=C(C=C1F)F)CNC(=O)C=1C=C(C=NC1OC)C1=CC=C2C(=NNC2=C1)C(=O)NC 6-[5-({[2-(cyclopropylmethoxy)-3,5-difluorophenyl]methyl}carbamoyl)-6-methoxypyridin-3-yl]-N-methyl-1H-indazole-3-carboxamide